(4-{1-[(trimethylsilyl)oxy]vinyl}phenoxy)silane C[Si](OC(=C)C1=CC=C(O[SiH3])C=C1)(C)C